(2r,5r)-4-(bis(4-fluorophenyl)methyl)-5-(methoxymethyl)-2-methylpiperazine-1-carboxylic acid tert-butyl ester C(C)(C)(C)OC(=O)N1[C@@H](CN([C@H](C1)COC)C(C1=CC=C(C=C1)F)C1=CC=C(C=C1)F)C